N[C@@H]1[C@@H](OCC12CCN(CC2)C=2N=C(C(=NC2CO)SC2=C(C(=NC=C2)N2CC(C2)C#N)Cl)C)C 1-(4-((5-((3S,4S)-4-amino-3-methyl-2-oxa-8-azaspiro[4.5]dec-8-yl)-6-(hydroxymethyl)-3-methylpyrazin-2-yl)thio)-3-chloropyridin-2-yl)azetidine-3-carbonitrile